Rac-(2R,4R)-2-(2-(methoxymethyl)phenyl)-1-p-toluenesulfonyl-4-(trifluoromethyl)piperidine Methyl-N-[4-(2,6-difluoro-4-pyridyl)-5-methyl-2-pyridyl]carbamate COC(NC1=NC=C(C(=C1)C1=CC(=NC(=C1)F)F)C)=O.COCC1=C(C=CC=C1)[C@@H]1N(CC[C@H](C1)C(F)(F)F)S(=O)(=O)C1=CC=C(C)C=C1 |r|